O1CC(CCCC1)NC=1NC(/C(/N1)=C/C=1C=C2N=CC=NC2=CC1)=O (4Z)-2-(Oxepan-3-ylamino)-4-(quinoxalin-6-ylmethylene)-1H-imidazol-5-one